3-(2-aminoquinazolin-6-yl)-N-(4-((4-ethylpiperazin-1-yl)methyl)-3-(trifluoromethyl)phenyl)-4-methylbenzamide NC1=NC2=CC=C(C=C2C=N1)C=1C=C(C(=O)NC2=CC(=C(C=C2)CN2CCN(CC2)CC)C(F)(F)F)C=CC1C